C(C)(=O)C1=CN(C2=CC=C(C=C12)C=1C=NC(=NC1)N1CCCC1)CC(=O)N1[C@@H](C[C@H](C1)F)C(=O)NC=1C(=C(C=CC1)C1=C(C=CC=C1)Cl)F (2S,4R)-1-(2-(3-acetyl-5-(2-(pyrrolidin-1-yl)pyrimidin-5-yl)-1H-indol-1-yl)acetyl)-N-(2'-chloro-2-fluorobiphenyl-3-yl)-4-fluoropyrrolidine-2-carboxamide